C(C)NC[C@@H]([C@H]([C@@H]([C@@H](CO)O)O)O)O (2r,3r,4r,5s)-6-(ethylamino)hexane-1,2,3,4,5-penta-ol